4-(3-(1-acetylpiperazin-2-yl)-5-chloro-2-fluorophenyl)-N-methylpicolinamide C(C)(=O)N1C(CNCC1)C=1C(=C(C=C(C1)Cl)C1=CC(=NC=C1)C(=O)NC)F